(3R,4S)-1-[6-(1-cyclohexylpyrazol-4-yl)-3-fluoropyrazolo[1,5-a]pyrazin-4-yl]-3-cyclopropyl-4-methyl-2-oxopyrrolidine-3-carbonitrile C1(CCCCC1)N1N=CC(=C1)C=1N=C(C=2N(C1)N=CC2F)N2C([C@]([C@@H](C2)C)(C#N)C2CC2)=O